3-(2-benzimidazolyl)-7-(diisopropylamino)coumarin N1=C(NC2=C1C=CC=C2)C=2C(OC1=CC(=CC=C1C2)N(C(C)C)C(C)C)=O